COC=1C=C(OC2=CC=NC3=CC=C(C=C23)C(F)(F)F)C=C(C1)N1N=CC=C1 4-(3-methoxy-5-(1H-pyrazol-1-yl)phenoxy)-6-(trifluoromethyl)quinoline